6-(2,2'-dimethyl-3'-(4,4,5,5-tetramethyl-1,3,2-dioxaborolan-2-yl)-[1,1'-biphenyl]-3-yl)-2-methoxynicotinaldehyde CC1=C(C=CC=C1C1=NC(=C(C=O)C=C1)OC)C1=C(C(=CC=C1)B1OC(C(O1)(C)C)(C)C)C